C(C)(=O)O[C@@H]1[C@H](O[C@]([C@@H]1OCC1=CC=CC=C1)(COS(=O)(=O)C)CS(=O)(=O)C)N1C=2N=C(NC(C2N=C1)=O)NC(C(C)C)=O 9-(2-O-acetyl-3-O-benzyl-5-O-methanesulfonyl-4-C-(methylsulfonylmethyl)-β-L-ribofuranosyl)-N2-isobutyrylguanine